C(#N)C1=C(C=C(C=C1C(F)(F)F)NC1CCC(CC1)NC(=O)C=1C=CC=2N(C1)C=CN2)C N-[(1s,4s)-4-{[4-cyano-3-methyl-5-(trifluoromethyl)phenyl]amino}cyclohexyl]imidazo[1,2-a]pyridine-6-carboxamide